C(#N)C1=CC=C(C=C1)C(CNC(C(=O)NC1=NC=C(C=C1)N1CC(N(CC1)C)=O)C1=CC(=CC=C1)F)C 2-((2-(4-cyano-phenyl)propyl)-amino)-2-(3-fluorophenyl)-N-(5-(4-methyl-3-oxopiperazin-1-yl)pyridin-2-yl)-acetamide